8-(benzo[d]thiazol-5-ylamino)-2,2-dimethylthieno[2,3-g]quinolin S1C=NC2=C1C=CC(=C2)NC2=CC=NC=1C=C3C(=CC21)SC(C3)(C)C